N4-(3-Cyclopropylsulfonamido)phenyl-N2-[4-(4-methylpiperazinyl)phenyl]quinazoline-2,4-diamine C1CC1S(=O)(=O)NNC1=NC(=NC2=CC=CC(=C12)C1=CC=CC=C1)NC1=CC=C(C=C1)N1CCN(CC1)C